OC=1C=C(C=CC1O)CC(=O)NCCCCCC (3,4-dihydroxyphenyl)-N-hexylacetamide